C1(=CC=CC=C1)C=1OC2=C(N1)C=CC(=C2)C(=O)N2CCN(CC2)C=2NC(C1=C(N2)C=NC=C1)=O 2-[4-(2-Phenyl-1,3-benzoxazole-6-carbonyl)piperazin-1-yl]-3H-pyrido[3,4-d]pyrimidin-4-one